(3R)-1-[2-(2-chlorophenyl)-3-(4-chlorophenyl)-5-[dimethylphosphinomethyl-(methyl)amino]pyrazolo[1,5-a]pyrimidin-7-yl]piperidine-3-carboxamide ClC1=C(C=CC=C1)C1=NN2C(N=C(C=C2N2C[C@@H](CCC2)C(=O)N)N(C)CP(C)C)=C1C1=CC=C(C=C1)Cl